C1(CC1)OC1=C(C(=NC=C1)OC)C1=CNC2=NC(=CC=C21)NC(=O)[C@H]2[C@@H](C2)CNC trans-N-(3-(4-cyclopropoxy-2-methoxypyridin-3-yl)-1H-pyrrolo[2,3-b]pyridin-6-yl)-2-((methylamino)methyl)cyclopropane-1-carboxamide